2-(trimethylsilyl)ethyl N-[(2,5-dioxo-2,5-dihydro-1H-pyrrol-1-yl)acetyl]-L-valyl-L-alanyl-beta-alanyl-L-lysinate O=C1N(C(C=C1)=O)CC(=O)N[C@@H](C(C)C)C(=O)N[C@@H](C)C(=O)NCCC(=O)N[C@@H](CCCCN)C(=O)OCC[Si](C)(C)C